N(=[N+]=[N-])CCCCCCN1N=CC=C1C(=O)N[C@H](C=1N=C2N(N=CC(=C2)[C@@H](COC)N2C(N[C@@H](C2)C(F)(F)F)=O)C1)C1CCC(CC1)(F)F 2-(6-azidohexyl)-N-[(S)-(4,4-difluorocyclohexyl)-[7-[(1S)-2-methoxy-1-[(4S)-2-oxo-4-(trifluoromethyl)imidazolidin-1-yl]ethyl]imidazo[1,2-b]pyridazin-2-yl]methyl]pyrazole-3-carboxamide